4-[6-(difluoromethyl)imidazo[1,2-b]Pyridazin-3-yl]-2-fluoro-benzonitrile FC(C=1C=CC=2N(N1)C(=CN2)C2=CC(=C(C#N)C=C2)F)F